tert-butyl (2R,5S)-5-[2-(4-chloro-3-fluorophenoxy)acetamido]-2-[(4-chlorophenyl)carbamoyl]piperidine-1-carboxylate ClC1=C(C=C(OCC(=O)N[C@H]2CC[C@@H](N(C2)C(=O)OC(C)(C)C)C(NC2=CC=C(C=C2)Cl)=O)C=C1)F